Cl.FC1=C(C=CC(=C1)F)C=1C(=NC(=NC1)NCCC1N(CCC1)C)C 5-(2,4-difluorophenyl)-4-methyl-N-(2-(1-methylpyrrolidin-2-yl)ethyl)pyrimidin-2-amine, hydrochloride salt